CN(C1=CC=C(C=C1)CCCNC(C1=C(C=CC(=C1)F)C(=O)N1CCC(CC1)OC1=NC=C(C=C1)C1=CC=C(C=C1)N(C)C)=O)C N-(3-(4-(dimethylamino)phenyl)propyl)-2-(4-((5-(4-(dimethylamino)phenyl)pyridin-2-yl)oxy)piperidine-1-carbonyl)-5-fluorobenzamide